C(C)(C)(C)NC(=O)C1CNCCC1 piperidine-3-carboxylic acid tert-butylamide